2-(4'-bromo-[1,1']biphenyl-4-yl)-naphthalene BrC1=CC=C(C=C1)C1=CC=C(C=C1)C1=CC2=CC=CC=C2C=C1